5-(((8-((4-methoxybenzyl)oxy)quinolin-6-yl)thio)methyl)-1-methyl-1H-pyrazol COC1=CC=C(COC=2C=C(C=C3C=CC=NC23)SCC2=CC=NN2C)C=C1